ClC1=C(C=NN1CC(C(F)(F)F)(O)C)NC1=NC2=CC(=C(C=C2C=N1)Cl)C1CCN(CC1)C1COC1 3-[5-chloro-4-({6-chloro-7-[1-(oxetan-3-yl)piperidin-4-yl]quinazolin-2-yl}amino)-1H-pyrazol-1-yl]-1,1,1-trifluoro-2-methylpropan-2-ol